C1(=CC=C2C=CC3=CC=CC4=CC=C1C2=C34)C(=O)[O-] pyrenoate